(4-(2-chlorophenyl)thiazol-2-yl)-5-(2-oxa-7-azaspiro[3.5]non-7-yl)picolinamide ClC1=C(C=CC=C1)C=1N=C(SC1)C=1C(=NC=C(C1)N1CCC2(COC2)CC1)C(=O)N